phenyl-Oxadiazole tert-butyl-(S)-4-(3-(4-chloro-2-fluorophenyl)-2,3-dihydrobenzo[b][1,4]dioxin-5-yl)piperidine-1-carboxylate C(C)(C)(C)OC(=O)N1CCC(CC1)C1=CC=CC=2OC[C@@H](OC21)C2=C(C=C(C=C2)Cl)F.C2(=CC=CC=C2)C=2N=NOC2